1-[6-[(1R)-1-hydroxyethyl]-2-[[5-(piperazin-1-ylmethyl)pyridin-2-yl]amino]pyrido[3,4-d]pyrimidin-8-yl]pyrrolidine-2-carboxylic acid O[C@H](C)C1=CC2=C(N=C(N=C2)NC2=NC=C(C=C2)CN2CCNCC2)C(=N1)N1C(CCC1)C(=O)O